1-(2-chlorophenyl)-4-(cyclopropylamino)-6-(trifluoromethyl)thieno[3,2-d]pyrimidin-2(1H)-one ClC1=C(C=CC=C1)N1C(N=C(C2=C1C=C(S2)C(F)(F)F)NC2CC2)=O